5-(2-(2-hydroxy-2-methylpropanamido)imidazo[1,2-b]pyridazin-6-yl)-2-methoxynicotinic acid methyl ester COC(C1=C(N=CC(=C1)C=1C=CC=2N(N1)C=C(N2)NC(C(C)(C)O)=O)OC)=O